FC1([C@H](CN(CC1)C(C(=O)NC=1N=CN(C1)CC1=CC(=CC(=C1)F)F)C)C1=CNC(C=C1)=O)F 2-((S)-4,4-difluoro-3-(6-oxo-1,6-dihydropyridin-3-yl)piperidin-1-yl)-N-(1-(3,5-difluorobenzyl)-1H-imidazol-4-yl)propanamide